2,8-bis(trifluoromethyl)-4-hydroxyquinoline FC(C1=NC2=C(C=CC=C2C(=C1)O)C(F)(F)F)(F)F